C1(CC1)C1=C2C=CC=NC2=CN=C1 5-cyclopropyl-1,7-naphthyridine